4-(5-(4-cyanophenyl)-1H-1,2,3-triazol-4-yl)benzoic acid methyl ester COC(C1=CC=C(C=C1)C=1N=NNC1C1=CC=C(C=C1)C#N)=O